C(C1=CC=CC=C1)(=O)OS(=O)(=O)N1C(CN(CC1)C(C(C)(C)OC1=CC(=C(C=C1)F)F)=O)CCNC(=O)C 2-Acetaminoethyl-((4-(2-(3,4-difluorophenoxy)-2-methylpropanoyl) piperazin-1-yl) sulfonyl) benzoate